1,10-decanedicarboxylic acid C(CCCCCCCCCC(=O)O)C(=O)O